Methyl {2S}-6-{[{tert-butoxy}carbonyl]amino}-2-({4-oxo-1-[2-(propan-2-yloxy)ethyl]-2-sulfanylidene-1H,2H,3H,4H,5H-pyrrolo[3,2-d]pyrimidine-5-carbonyl}amino)hexanoate C(C)(C)(C)OC(=O)NCCCC[C@@H](C(=O)OC)NC(=O)N1C=CC=2N(C(NC(C21)=O)=S)CCOC(C)C